5-(difluoromethyl)-1-methyl-1H-pyrazol FC(C1=CC=NN1C)F